1,4-cyclohexanedimethanol benzoate C(C1=CC=CC=C1)(=O)OCC1CCC(CC1)CO